tert-butyl N-[(1R)-1-[[6-amino-2-(2,6-dimethylphenyl)-3-(trifluoromethyl)-4-pyridyl]oxymethyl]-3,3-dimethyl-butyl]carbamate NC1=CC(=C(C(=N1)C1=C(C=CC=C1C)C)C(F)(F)F)OC[C@@H](CC(C)(C)C)NC(OC(C)(C)C)=O